1-(4-(6-chloro-8-fluoro-7-(2-fluoro-6-hydroxyphenyl)-2-(2-(3-fluoro-pyridin-2-yl)ethoxy)quinazolin-4-yl)piperazin-1-yl)prop-2-en-1-one ClC=1C=C2C(=NC(=NC2=C(C1C1=C(C=CC=C1O)F)F)OCCC1=NC=CC=C1F)N1CCN(CC1)C(C=C)=O